C1(=CC=CC=C1)[SiH](O[Si](C)(C)O[SiH](C)C)O[Si](C)(C)C phenyl-(trimethylsilyloxy)[(dimethylsiloxy)dimethylsiloxy]silane